4-(tert-butyl)-N-(4-phenoxyphenyl)benzamide C(C)(C)(C)C1=CC=C(C(=O)NC2=CC=C(C=C2)OC2=CC=CC=C2)C=C1